OC[C@]1(C[C@]23[C@H]([C@@]4(CCC=5OC=CC5[C@H]4CC2)C)CC[C@@H]1C3)O (3bS,5aS,7R,8R,10aR,10bS)-7-(hydroxymethyl)-10b-methyl-3b,4,5,6,7,8,9,10,10a,10b,11,12-dodecahydro-5a,8-methanocyclohepta[5,6]naphtho[2,1-b]furan-7-ol